C(C)(C)(C)OC(=O)N1[C@@H](COCC1)C=1C=C(C=C2CCN(CC12)C(=O)N1C2CC(C(C1)CC2)=O)C=2C=C1C(=NC2)NC=C1Cl (3R)-3-(2-(2-oxo-5-azabicyclo[2.2.2]octane-5-carbonyl)-6-(3-chloro-1H-pyrrolo[2,3-b]pyridin-5-yl)-1,2,3,4-tetrahydroisoquinolin-8-yl)morpholine-4-carboxylic acid tert-butyl ester